CC1=NC(=NO1)C1=CC=C2C=CN=C(C2=C1)NCCN1CC2=CC=C(C=C2C1=O)C(=O)OCC Ethyl 2-(2-{[7-(5-methyl-1,2,4-oxadiazol-3-yl) isoquinolin-1-yl] amino} ethyl)-3-oxo-2,3-dihydro-1H-isoindole-5-carboxylate